NC1(CCCC1)C(=O)OC methyl 1-aminocyclopentane-1-carboxylate